2-[3-chloro-6-[5-methyl-1-[1-(oxetan-3-yl)-4-piperidinyl]triazol-4-yl]pyrazolo[1,5-a]pyridin-4-yl]oxy-1-(3,5-difluoro-2-pyridinyl)ethanone ClC=1C=NN2C1C(=CC(=C2)C=2N=NN(C2C)C2CCN(CC2)C2COC2)OCC(=O)C2=NC=C(C=C2F)F